N-(1-{4-[8-methyl-3-(propan-2-yl)-[1,2,4]triazolo[4,3-a]pyridin-6-yl]benzenesulfonyl}piperidin-4-yl)-4-(trifluoromethoxy)pyridin-2-amine CC=1C=2N(C=C(C1)C1=CC=C(C=C1)S(=O)(=O)N1CCC(CC1)NC1=NC=CC(=C1)OC(F)(F)F)C(=NN2)C(C)C